tert-Butyl (2,5-dichloropyrrolo[2,1-f][1,2,4]triazin-4-yl)carbamate ClC1=NN2C(C(=N1)NC(OC(C)(C)C)=O)=C(C=C2)Cl